2-ethyl oxoacetate O=CC(=O)OCC